2,2'-bipyridylamine C1=CC=NC(=C1)NC2=CC=CC=N2